(S)-quinuclidin-3-yl (7-(4-methoxy-2-methylphenyl)-3,3-dimethylchroman-4-yl)carbamate COC1=CC(=C(C=C1)C1=CC=C2C(C(COC2=C1)(C)C)NC(O[C@@H]1CN2CCC1CC2)=O)C